ClC1=CC(=C(COC2=CC=C(C(=N2)C=2CCN(CC2)C(=O)OC(C)(C)C)F)C=C1)F tert-butyl 6-((4-chloro-2-fluorobenzyl) oxy)-3-fluoro-3',6'-dihydro-[2,4'-bipyridine]-1'(2'h)-carboxylate